3-[1-(3-aminopropyl)pyrrolidin-3-yl]-N-[4-[4-[6-chloro-4-(trifluoromethyl)-2-pyridinyl]piperazin-1-yl]sulfonylphenyl]benzamide NCCCN1CC(CC1)C=1C=C(C(=O)NC2=CC=C(C=C2)S(=O)(=O)N2CCN(CC2)C2=NC(=CC(=C2)C(F)(F)F)Cl)C=CC1